C1(CC1)CNCC=1C=C2C(N(C=NC2=C(C1)C(F)(F)F)C1=CC(=CC=C1)C1(CC2(C1)CCC2)C2=NN=CN2C)=O 6-(((Cyclopropylmethyl)amino)methyl)-3-(3-(2-(4-methyl-4H-1,2,4-triazol-3-yl)spiro[3.3]heptan-2-yl)phenyl)-8-(trifluoromethyl)quinazolin-4(3H)-one